(3aR,5s,6aS)-2-((tetrahydro-2H-pyran-4-yl)methyl-d2)-N-(6-(4-(trifluoromethyl)pyridin-3-yl)pyridazin-3-yl)octahydrocyclopenta[c]pyrrol-5-amine O1CCC(CC1)C(N1C[C@@H]2[C@H](C1)CC(C2)NC=2N=NC(=CC2)C=2C=NC=CC2C(F)(F)F)([2H])[2H]